1-bromo-4-(cyclopropyldifluoromethyl)benzene tert-butyl-2-(3-methylphenyl)-7-azaspiro[3.5]nonane-7-carboxylate C(C)(C)(C)OC(=O)N1CCC2(CC(C2)C2=CC(=CC=C2)C)CC1.BrC1=CC=C(C=C1)C(F)(F)C1CC1